tert-butyl N-[(1S)-1-[(1R,2S,5S)-2-[[1-(5-chloro-3-pyridyl)-1-cyano-ethyl]carbamoyl]-6,6-dimethyl-3-azabicyclo[3.1.0]hexane-3-carbonyl]-2,2-dimethyl-propyl]carbamate ClC=1C=C(C=NC1)C(C)(C#N)NC(=O)[C@@H]1[C@H]2C([C@H]2CN1C(=O)[C@H](C(C)(C)C)NC(OC(C)(C)C)=O)(C)C